ethyl N,N-dimethylaminomethacrylate CN(C)C=C(C(=O)OCC)C